C(C)OCCOC=1C2=CC=CC=C2C(=C2C=CC=CC12)OCCOCC 9,10-bis(2-ethoxyethoxy)anthracene